COC=1C=C(CNC=O)C=CC1 N-(3-methoxybenzyl)formamide